N-(3-(piperidin-1-yl)propyl)-[2,2'-bipyridin]-5-amine N1(CCCCC1)CCCNC=1C=CC(=NC1)C1=NC=CC=C1